3-{[1-({(3R,4R)-1-[3-(dimethylamino)benzoyl]-3-phenylpiperidin-4-yl}carbonyl)-4-hydroxypiperidin-4-yl]methyl}-7-methyl-3,7-dihydro-4H-pyrrolo[2,3-d]pyrimidin-4-one CN(C=1C=C(C(=O)N2C[C@H]([C@@H](CC2)C(=O)N2CCC(CC2)(O)CN2C=NC3=C(C2=O)C=CN3C)C3=CC=CC=C3)C=CC1)C